α-methyl-5-benzofuranethanamine CC(CC1=CC2=C(C=C1)OC=C2)N